CN1C(=CC2=CC(=CC=C12)C)C(=O)O 1,5-dimethyl-1H-indole-2-carboxylic Acid